ClC=1C(N(C=C(C1C)C=1NC2=CC=C(C=C2C1C(C)C)OC1CCN(CC1)C)C)=O 3-chloro-5-(3-isopropyl-5-((1-methylpiperidin-4-yl)oxy)-1H-indol-2-yl)-1,4-dimethylpyridin-2(1H)-one